FC=1C=C(CC=2C=C3C(=NNC3=CC2)NC(C2=C(C=C(C=C2)N2CCN(CC2)C(CCCNC2=C3C(N(C(C3=CC=C2)=O)C2C(NC(CC2)=O)=O)=O)=O)NC2CCOCC2)=O)C=C(C1)F N-(5-(3,5-difluorobenzyl)-1H-indazol-3-yl)-4-(4-(4-((2-(2,6-dioxopiperidin-3-yl)-1,3-dioxoisoindolin-4-yl)amino)butanoyl)piperazin-1-yl)-2-((tetrahydro-2H-pyran-4-yl)amino)benzamide